[N+](=O)([O-])C1=CC=C(C(C=O)=C1)O L-5-nitrosalicylaldehyde